O=CCC1CCC(CC1)NC(C1=CN=CC=C1)=O N-((1r,4R)-4-(2-oxoethyl)cyclohexyl)nicotinamide